2-((Ethyl-(phenyl)amino)methyl)-4-nitrophenol C(C)N(C1=CC=CC=C1)CC1=C(C=CC(=C1)[N+](=O)[O-])O